FC1=C(C(=O)N)C(=CC=C1)OCCC=O 2-FLUORO-6-(3-OXOPROPOXY)BENZAMIDE